[Mo].[Au] gold-molybdenum